C1(CC1)C=1N=NN(C1)[C@H](C(=O)N1[C@@H](C[C@H](C1)O)C(=O)N[C@@H]1CCCC2=C(C=C(C=C12)F)F)C(C)(C)C (2S,4R)-1-[(2S)-2-(4-cyclopropyltriazol-1-yl)-3,3-dimethyl-butanoyl]-N-[(1R)-5,7-difluorotetralin-1-yl]-4-hydroxy-pyrrolidine-2-carboxamide